OCCOCCOCCOCCNC(OCC1C2=CC=CC=C2C=2C=CC=CC12)=O (9H-fluoren-9-yl)methyl (2-(2-(2-(2-hydroxyethoxy)ethoxy)ethoxy)ethyl)carbamate